tert-butyl (S)-2-(4-(4-(4-(hydroxyamino)butyl)phenyl)-2,3,9-trimethyl-6H-thieno[3,2-f][1,2,4]triazolo[4,3-a][1,4]diazepin-6-yl)acetate ONCCCCC1=CC=C(C=C1)C1=N[C@H](C=2N(C3=C1C(=C(S3)C)C)C(=NN2)C)CC(=O)OC(C)(C)C